1,4,5,8-tetrahydroxy-2,6-dimethylanthracene-9,10-dione OC1=C(C=C(C=2C(C3=C(C(=CC(=C3C(C12)=O)O)C)O)=O)O)C